ClC1=C(OC2=CC=C(C=C2)NC(OCC=2C(=C3C(N(CC3=CC2)C2C(NC(CC2)=O)=O)=O)O[C@H]2COCC2)=O)C=CC(=C1)F [2-(2,6-dioxopiperidin-3-yl)-3-oxo-4-[(3R)-oxolan-3-yloxy]-2,3-dihydro-1H-isoindol-5-yl]methyl N-[4-(2-chloro-4-fluorophenoxy)phenyl]carbamate